ClC1=C(C=2N=C(N=C(C2C=N1)N1[C@@H]2[C@H]([C@@H]2COCC1)F)OC([2H])([2H])[C@]12CCCN2C[C@@H](C1)F)I (1S,7S,8S)-2-(7-Chloro-2-(((2R,7aS)-2-fluorotetrahydro-1H-pyrrolizin-7a(5H)-yl)methoxy-d2)-8-iodopyrido[4,3-d]pyrimidin-4-yl)-8-fluoro-5-oxa-2-azabicyclo[5.1.0]octane